C(C)N(CCC1=CNC2=CC=C(C=C12)OC(CC(=O)O)=O)CC 3-((3-(2-(diethylamino)ethyl)-1H-indol-5-yl)oxy)-3-oxopropionic acid